3-Methacryloyloxypropyltrimethoxy-silan C(C(=C)C)(=O)OCCC[Si](OC)(OC)OC